3-(cis-4-{[2-cyano-6-(trifluoromethyl)pyridin-3-yl]oxy}-2-methylpiperidin-1-yl)-6-(2-ethoxyphenyl)-N-[(3R)-1-methylpyrrolidin-3-yl]pyridine-2-carboxamide C(#N)C1=NC(=CC=C1O[C@@H]1C[C@@H](N(CC1)C=1C(=NC(=CC1)C1=C(C=CC=C1)OCC)C(=O)N[C@H]1CN(CC1)C)C)C(F)(F)F